5-{2-Amino-[1,2,4]triazolo[1,5-a]pyridin-7-yl}-N-({2-[(4,4-difluorocyclohexyl)methoxy]phenyl}methyl)-2-methoxy-6-methylpyridine-3-carboxamide NC1=NN2C(C=C(C=C2)C=2C=C(C(=NC2C)OC)C(=O)NCC2=C(C=CC=C2)OCC2CCC(CC2)(F)F)=N1